FC1=C(C(=C(C(=C1F)F)F)F)[B-](C1=C(C(=C(C(=C1F)F)F)F)F)(C1=C(C(=C(C(=C1F)F)F)F)F)C1=C(C(=C(C(=C1F)F)F)F)F.C(CCCCCCCCC)[NH2+]C1=C(C=CC=C1)C N-decyl-tolylammonium [tetrakis(perfluorophenyl)borate]